5-(cyclopropylmethyl)-2-methoxypyrido[3,2-e][1,2,4]Triazolo[4,3-a]Pyrazine C1(CC1)CN1CC=2N(C3=C1C=CC(=N3)OC)C=NN2